CS(=O)(=O)N1CCNCC1 4-(methylsulfonyl)piperazin